Cl.N(=NC(C(=N)N)(C)C)C(C(=N)N)(C)C azobis(methylpropionamidine) hydrochloride